bis-[4-(N,N-di-tolyl-amino)phenyl]cyclohexane C1(=C(C=CC=C1)N(C1=C(C=CC=C1)C)C1=CC=C(C=C1)C1(CCCCC1)C1=CC=C(C=C1)N(C1=C(C=CC=C1)C)C1=C(C=CC=C1)C)C